N6-hydroxy-7-deaza-8-aza-adenosine ONC=1C=2C=NN([C@H]3[C@H](O)[C@H](O)[C@@H](CO)O3)C2N=CN1